1,2,4-trisChlorobenzene ClC1=C(C=C(C=C1)Cl)Cl